BrC1=C(C(=C(C(=C1[2H])Br)F)[2H])F 1,5-dibromo-2,4-difluorobenzene-3,6-d2